(E)-3-(3-(4-((4-(1-((2-(trimethylsilyl)ethoxy)methyl)-1H-pyrazole-4-yl)phenyl)amino)pyrimidin-2-yl)phenyl)acrylic acid C[Si](CCOCN1N=CC(=C1)C1=CC=C(C=C1)NC1=NC(=NC=C1)C=1C=C(C=CC1)/C=C/C(=O)O)(C)C